O=C1NC(CCC1N1C(C2=CC=C(C=C2C1=O)NC(C=C)=O)=O)=O N-(2-(2,6-dioxopiperidin-3-yl)-1,3-dioxoisoindolin-5-yl)acrylamide